C(CCC)OC=1C=C(C=CC1)CCC[C@@H](C(=O)OC)N1CCN(CCN(CCN(CC1)[C@H](C(OC)=O)COC(C)(C)C)[C@H](C(OC)=O)COC(C)(C)C)[C@H](C(=O)OC)COC(C)(C)C methyl (2S)-5-(3-butoxyphenyl)-2-{4,7,10-tris[(2S)-3-tert-butoxy-1-methoxy-1-oxopropan-2-yl]-1,4,7,10-tetraazacyclododecan-1-yl}pentanoate